N(=C=O)ON=C=O.C=C ethylene isocyanato oxide